N-[2-[4-(hydroxymethyl)cyclohexyl]indazol-5-yl]-5-[(1R,4R)-2-oxa-5-azabicyclo[2.2.1]heptan-5-yl]pyrazolo[1,5-a]pyrimidine-3-carboxamide OCC1CCC(CC1)N1N=C2C=CC(=CC2=C1)NC(=O)C=1C=NN2C1N=C(C=C2)N2[C@H]1CO[C@@H](C2)C1